The molecule is an organic cation obtained by protonation of the four free amino groups and deprotonation of the phosphate OH groups of 5''-phosphoribostamycin; major species at pH 7.3. It is an organic cation and an ammonium ion derivative. It derives from a ribostamycin(4+). It is a conjugate acid of a 5''-phosphoribostamycin. C1[C@H]([C@@H]([C@H]([C@@H]([C@H]1[NH3+])O[C@@H]2[C@@H]([C@H]([C@@H]([C@H](O2)C[NH3+])O)O)[NH3+])O[C@H]3[C@@H]([C@@H]([C@H](O3)COP(=O)([O-])[O-])O)O)O)[NH3+]